C(C1=CC=CC=C1)OC=1C=C2C(C(=C(NC2=CC1)C1=CC=C(C=C1)OCCCCl)O)=O 6-(benzyloxy)-2-(4-(3-chloropropoxy)phenyl)-3-hydroxyquinolin-4(1H)-one